3-(dimethylamino)propyl (3-(octadecyloxy)-2,2-bis((octadecyloxy)methyl)-propyl) carbonate C(OCCCN(C)C)(OCC(COCCCCCCCCCCCCCCCCCC)(COCCCCCCCCCCCCCCCCCC)COCCCCCCCCCCCCCCCCCC)=O